C(C)C1(CC2=CC=C(C=C2C1)C)C1=CN=CN1 5-(2-ethyl-5-methyl-2,3-dihydro-1H-indene-2-yl)-1H-imidazole